C(CCC)[Si](OC)(OC)C butyl-methyldimethoxysilane